Methyl((1R,3R)-3-(7-bromo-8-(1-isopropyl-1H-indazol-5-yl)-3-methyl-2-oxo-6-(phenylsulfonyl)-3,6-dihydroimidazo[4,5-d]pyrrolo[2,3-b]pyridin-1(2H)-yl)cyclopentyl)carbamate COC(N[C@H]1C[C@@H](CC1)N1C(N(C=2C1=C1C(=NC2)N(C(=C1C=1C=C2C=NN(C2=CC1)C(C)C)Br)S(=O)(=O)C1=CC=CC=C1)C)=O)=O